ClC1=CC(=C(O[C@H](C(=O)O)CF)C=C1)C1=NOC=C1 (2R)-2-[4-chloro-2-(1,2-oxazol-3-yl)phenoxy]-3-fluoropropionic acid